methyl 2-((1r,3r)-3-(benzyloxy)cyclobutyl)-6-isopropoxy-2H-indazole-5-carboxylate C(C1=CC=CC=C1)OC1CC(C1)N1N=C2C=C(C(=CC2=C1)C(=O)OC)OC(C)C